N-[4-(1H-pyrazol-4-yl)-1,3-thiazol-2-yl]pyridin-2-amine N1N=CC(=C1)C=1N=C(SC1)NC1=NC=CC=C1